6-methoxy-7-(2-(dimethylamino)ethoxy)-2H-chromen-2-one COC=1C=C2C=CC(OC2=CC1OCCN(C)C)=O